tert-butyl 5-[5-fluoro-4-(2-hydroxypropyl)-6-methylpyrimidin-2-yl]-3,3a,4,6a-tetrahydrocyclopenta[c]pyrrole-2(1H)-carboxylate FC=1C(=NC(=NC1C)C=1CC2C(CN(C2)C(=O)OC(C)(C)C)C1)CC(C)O